(4-(1-(difluoromethyl)-1H-benzo[d]imidazol-2-yl)piperidin-1-yl)(3-(3-fluorophenyl)-5,6,7,8-tetrahydroimidazo[1,5-a]pyridin-7-yl)methanone FC(N1C(=NC2=C1C=CC=C2)C2CCN(CC2)C(=O)C2CC=1N(CC2)C(=NC1)C1=CC(=CC=C1)F)F